DIOSMETINE O1C(=CC(=O)C=2C(O)=CC(O)=CC12)C1=CC(O)=C(OC)C=C1